Methyl 2-((3S,5S)-1-(4-ethynylbenzyl)-5-(4-(trifluoromethyl)phenyl)piperidin-3-yl)acetate C(#C)C1=CC=C(CN2C[C@@H](C[C@H](C2)C2=CC=C(C=C2)C(F)(F)F)CC(=O)OC)C=C1